FC1=CC2=C(N=CS2)C(=C1)C1CC(C1)O 3-(6-fluorobenzo[d]thiazol-4-yl)cyclobutan-1-ol